C(CCC)C1NS(C2=C1C=CC=C2)(=O)=O (-)-3-Butyl-2,3-dihydrobenzo[d]isothiazole 1,1-dioxide